5-hydroxy-4-methylbenzene OC=1C(=CC=CC1)C